tert-Butyl-(2S)-2-[4-bromo-5-fluoro-2-(4-butoxy-4,5-dihydroisoxazol-3-yl)phenoxy]-2-cyclopropylacetat C(C)(C)(C)OC([C@H](C1CC1)OC1=C(C=C(C(=C1)F)Br)C1=NOCC1OCCCC)=O